1-(tert-butylsulfonyl)naphthalen-2-amine C(C)(C)(C)S(=O)(=O)C1=C(C=CC2=CC=CC=C12)N